C(C1=CC=CC=C1)(C1=CC=CC=C1)N1C(C2(NC=3C=CC=CC3C=3C4=C(C=CC23)C(=C(N4)C4=CC=CC=C4)C)C4=CC(=CC=C14)C)=O (+)-1-Benzhydryl-3',5-dimethyl-2'-phenyl-1',7'-dihydrospiro[indoline-3,6'-pyrrolo[3,2-k]phenanthridin]-2-one